(S)-(2-(4-fluoro-2-(1-iminoethyl)phenoxy)propyl)-carbamic acid tert-butyl ester hydrochloride Cl.C(C)(C)(C)OC(NC[C@H](C)OC1=C(C=C(C=C1)F)C(C)=N)=O